4-((2,4-dichloro-5-methoxyphenyl)amino)-7-(3-(4-(2-((2-(2,6-dioxopiperidin-3-yl)-1,3-dioxoisoindolin-4-yl)oxy)acetyl)piperazin-1-yl)propoxy)-6-methoxyquinoline-3-carbonitrile ClC1=C(C=C(C(=C1)Cl)OC)NC1=C(C=NC2=CC(=C(C=C12)OC)OCCCN1CCN(CC1)C(COC1=C2C(N(C(C2=CC=C1)=O)C1C(NC(CC1)=O)=O)=O)=O)C#N